CC1=NN(C(=C1)C)CCN(CC[C@@H](C(=O)O)NC1=CN(C2=CC=CC=C12)C)CCCCC1=NC=2NCCCC2C=C1 (S)-4-((2-(3,5-dimethyl-1H-pyrazol-1-yl)ethyl)(4-(5,6,7,8-tetrahydro-1,8-naphthyridin-2-yl)butyl)amino)-2-((1-methyl-1H-indol-3-yl)amino)butanoic acid